1-(2-(azepan-2-yl)benzyl)-2-thiocarbonyl-1,2,3,5-tetrahydro-4H-pyrrolo[3,2-d]pyrimidin-4-one N1C(CCCCC1)C1=C(CN2C(NC(C3=C2C=CN3)=O)=C=S)C=CC=C1